[Si](C)(C)(C(C)(C)C)CCC1=CC(=NC=N1)C=1N=C2N(N=C(C=C2)Cl)C1 6-tert-Butyldimethylsilanylethyl-pyrimidin-4-yl-6-chloroimidazo[1,2-b]pyridazine